C(=O)(OC(C)(C)C)N[C@H](CC1=CC(=CC=C1)Br)C(=O)O N-Boc-D-3-bromophenylalanine